ClC=1C=C(C(=O)NC=2C=C(N(N2)CC2=CC=C(C=C2)OC)C(=O)O)C=CC1OCCCOC 5-[[3-chloro-4-(3-methoxypropoxy)benzoyl]amino]-2-[(4-methoxyphenyl)-methyl]pyrazole-3-carboxylic acid